methylene-7-methyl-1-oxo-3,3a-dihydrocyclopenta[b]chroman C=C1CC(C2C1OC=1C=CC(=CC1C2)C)=O